COC(C)C1=C(C=NN1C=1C=NC=CC1)NC(OC(C)(C)C)=O tert-butyl N-[5-(1-methoxyethyl)-1-(pyridin-3-yl)-1H-pyrazol-4-yl]carbamate